N1(C=NC=C1)CC(=O)O 1H-IMIDAZOLE-1-ACETIC ACID